cis-(2R,5S)-1-[2-(3-chlorophenyl)ethyl]-5-[(4-methanesulfonylphenoxy)methyl]-2-methylpiperazine ClC=1C=C(C=CC1)CCN1[C@@H](CN[C@@H](C1)COC1=CC=C(C=C1)S(=O)(=O)C)C